BrC=1N=NN(C1C(=O)OC(C)C)C isopropyl 4-bromo-1-methyl-1H-1,2,3-triazole-5-carboxylate